C1(=CC=CC=C1)C=1C=C(C=2N(C1)N=C(N2)C2=C(C=CC=C2)B2OC(C(O2)(C)[CH2+])(C)C)C2=CC=CC=C2 (2-(2-(6,8-diphenyl-[1,2,4]triazolo[1,5-a]pyridin-2-yl)phenyl)-4,5,5-trimethyl-1,3,2-dioxaborolan-4-yl)methylium